C1(CC1)C1=NC=NC(=C1C1=NC=C2N=C(N(C2=N1)CC1=CC=C(C=C1)N1N=C(C=C1C)C(F)(F)F)C)OC 2-(4-cyclopropyl-6-methoxypyrimidin-5-yl)-8-methyl-9-(4-(5-methyl-3-(trifluoromethyl)-1H-pyrazol-1-yl)benzyl)-9H-purine